8-(4-(methoxy)phenyl)-N-(3-(4-isopropylpiperazin-1-yl)phenyl)quinazolin-2-amine COC1=CC=C(C=C1)C=1C=CC=C2C=NC(=NC12)NC1=CC(=CC=C1)N1CCN(CC1)C(C)C